(E)-2-(trifluoromethyl)benzaldehyde-O-{2,6-bis[(4,6-dimethoxypyrimidin-2-yl)oxy]benzoyl} oxime COC1=NC(=NC(=C1)OC)OC1=C(C(=O)O\N=C\C2=C(C=CC=C2)C(F)(F)F)C(=CC=C1)OC1=NC(=CC(=N1)OC)OC